2-((2-((5-chloro-2-(4-chloro-1H-1,2,3-triazol-1-yl)phenyl)amino)-2-oxoethyl)amino)-3-(1-cyclopropyl-1H-pyrazol-3-yl)propanoic acid tert-butyl ester C(C)(C)(C)OC(C(CC1=NN(C=C1)C1CC1)NCC(=O)NC1=C(C=CC(=C1)Cl)N1N=NC(=C1)Cl)=O